ClC1=CC(=C(COC2=C(C=CC(=N2)C2=CC(=C(CC3=NC4=C(N3CC3OCCC3)C=C(C=C4)C(=O)O)C=C2)F)F)C=C1)F 2-(4-(6-(4-chloro-2-fluorobenzyloxy)-5-fluoropyridin-2-yl)-2-fluorobenzyl)-1-((tetrahydrofuran-2-yl)methyl)-1H-benzo[d]imidazole-6-carboxylic acid